OC1=C(C(=CC(=C1)C)C)C1=CC=C(N=N1)N1C[C@@H](CC1)O (3R)-1-[6-(2-hydroxy-4,6-dimethyl-phenyl)pyridazin-3-yl]pyrrolidin-3-ol